N,N-diethyl-anilinium tetrakis(pentafluorophenyl)borate FC1=C(C(=C(C(=C1[B-](C1=C(C(=C(C(=C1F)F)F)F)F)(C1=C(C(=C(C(=C1F)F)F)F)F)C1=C(C(=C(C(=C1F)F)F)F)F)F)F)F)F.C(C)[NH+](C1=CC=CC=C1)CC